BrC1=C2C(NC(=NC2=CC(=C1CN1CCC(CC1)(F)F)C(F)(F)F)C)=O 5-bromo-6-((4,4-difluoropiperidin-1-yl)methyl)-2-methyl-7-(trifluoromethyl)quinazolin-4(3H)-one